1-benzyl-4-[6-(2-ethoxypyridin-3-yl)pyridazin-3-yl]Piperidine-4-carboxylic acid ethyl ester C(C)OC(=O)C1(CCN(CC1)CC1=CC=CC=C1)C=1N=NC(=CC1)C=1C(=NC=CC1)OCC